1-(4-(((1-(4-(6-hydroxy-2-phenyl-1,2,3,4-tetrahydronaphthalen-1-yl)phenyl)piperidin-4-yl)(methyl)amino)methyl)phenyl)dihydropyrimidine-2,4(1H,3H)-dione OC=1C=C2CCC(C(C2=CC1)C1=CC=C(C=C1)N1CCC(CC1)N(C)CC1=CC=C(C=C1)N1C(NC(CC1)=O)=O)C1=CC=CC=C1